CC1=C(C(=O)O)C(=CC=C1OC)OC 2-methyl-3,6-dimethoxybenzoic acid